(7-{[2-(4-isopropylphenyl)imidazo[1,2-a]pyrimidin-3-yl]methyl}-3-oxo-7,9-diazabicyclo[3.3.1]non-9-yl)(6-methoxypyridin-2-yl)methanone C(C)(C)C1=CC=C(C=C1)C=1N=C2N(C=CC=N2)C1CN1CC2CC(CC(C1)N2C(=O)C2=NC(=CC=C2)OC)=O